tert-butyl ((4-bromo-1-((2-(trimethylsilyl)ethoxy)methyl)-1H-indazol-7-yl)methyl)carbamate BrC1=C2C=NN(C2=C(C=C1)CNC(OC(C)(C)C)=O)COCC[Si](C)(C)C